C1(CCC1)N1CCC(CC1)NC1=C2C(=NC=3C=C(C(=CC13)OC)OC)CCC2 1-cyclobutyl-N-{6,7-dimethoxy-1H,2H,3H-cyclopenta[b]quinolin-9-yl}piperidin-4-amine